CC1=CC=C(C=C1)SP(C1=CC=CC=C1)SC1=CC=C(C=C1)C bis[(4-methylphenyl)thio]phenylphosphine